O1CCCC=2C1=CN=C(C2)CNC2CCN(CC2)C[C@@H]2CN1C(C=CC=3N=CC(N2C13)=O)=O (2R)-2-({4-[(3,4-Dihydro-2H-pyrano[2,3-c]pyridin-6-ylmethyl)amino]-1-piperidinyl}methyl)-1,2-dihydro-3H,8H-2a,5,8a-triazaacenaphthylene-3,8-dione